CC1(CC=CC=C1)C1(CC=C(C=C1)[IH+])C 4-(1-Methylphenyl)-(4-Methylphenyl)iodonium